C1(CCCC(N1)=O)=O racemic-glutarimide